C=1(N=CN2C1C=CC=C2)C=O imidazo[1,5-a]pyridin-1-yl-methanone